BrC1=NC(=NC=C1)SC Bromo-2-(methylthio)pyrimidine